1,3,5-tris(2-hydroxyethyl)-1,3,5-triazine-2,4,6(1H,3H,5H)-trione OCCN1C(N(C(N(C1=O)CCO)=O)CCO)=O